dimethyl-octadecyl-[3-tris(2-carboxy-3-hydroxy-2-methyl-propoxy)silylpropyl]ammonium C[N+](CCC[Si](OCC(CO)(C(=O)O)C)(OCC(CO)(C(=O)O)C)OCC(CO)(C)C(=O)O)(CCCCCCCCCCCCCCCCCC)C